Allen oxid C1C(=C)O1